(R)-2-Octyl 4-[4-(Hexyloxy)benzoyloxy]benzoate C(CCCCC)OC1=CC=C(C(=O)OC2=CC=C(C(=O)O[C@H](C)CCCCCC)C=C2)C=C1